BrC1=CC=CC=2C=3N(C(=NC12)NC=1C(N=CC=NC1)=O)N=C(N3)C3=CC=C(C=C3)F (6S)-6-{[7-bromo-2-(4-fluorophenyl)[1,2,4]triazolo[1,5-c]quinazolin-5-yl]amino}-1,4-diazepin-5-one